benzisothiazolyl-(anthranil) S1N=C(C2=C1C=CC=C2)C=2ON=C1C=CC=CC21